FC(C1(CC1)C(=O)NCC=1C=CC=C(C(=O)N)C1)(F)F 5-((1-(trifluoromethyl)cyclopropane-1-carboxamido)methyl)benzamide